C(#CCC=C)C1=CC=C(C=C1)C#N 1-(pent-4-en-1-ynyl)-4-cyanobenzene